BrC1=C2C=CC=NC2=C(C=C1)C(=O)O 5-bromoquinoline-8-carboxylic acid